4-(2-methylbenzamido)naphthalene CC1=C(C(=O)NC2=CC=CC3=CC=CC=C23)C=CC=C1